5-(trifluoromethyl)-1H-1,2,4-triazol FC(C1=NC=NN1)(F)F